ClC1=CC=C(C=C1)NC([C@@H](C)C1CC2(CN(C2)C2=NOC(=C2)CF)C1)=O (S)-N-(4-chlorophenyl)-2-(2-(5-(fluoromethyl)isoxazol-3-yl)-2-azaspiro[3.3]heptan-6-yl)propionamide